N-ethyl-2-(5-methoxy-4-methyl-1H-indol-3-yl)-N-methylethan-1-amine C(C)N(CCC1=CNC2=CC=C(C(=C12)C)OC)C